N-(1-amino-4-methyl-1-oxopentan-2-yl)-4-oxo-4,5-dihydrothieno[3,2-c]quinoline-2-carboxamide NC(C(CC(C)C)NC(=O)C1=CC=2C(NC=3C=CC=CC3C2S1)=O)=O